2-(5-chloro-2,3-dihydro-1H-inden-1-yl)acetonitrile ClC=1C=C2CCC(C2=CC1)CC#N